Cl.ClCC1=NN(C=N1)C 3-(chloromethyl)-1-methyl-1,2,4-triazole hydrochloride